Cl.CC1(OB(OC1(C)C)C1CCNCC1)C 4-(4,4,5,5-tetramethyl-1,3,2-dioxaborolan-2-yl)piperidine hydrochloride